NC1=CC=C(C=C1)N1CCN(CC1)C1=CC=C(C=C1)N 1,4-bis(4-aminophenyl)piperazine